N-(cyclopropylmethoxy)-5-(4-((3-ethyl-9-fluoro-2-oxo-2,3-dihydro-1H-pyrimido[4,5,6-de]quinazolin-8-yl)methyl)piperazin-1-yl)-6-methylpyridineamide C1(CC1)CONC(=O)C1=NC(=C(C=C1)N1CCN(CC1)CC1=CC=2C3=C(N(C(NC3=C1F)=O)CC)N=CN2)C